tert-butyl 4-(3-cyano-2-((1-(dimethylamino)propan-2-yl)oxy)-7-(2-(methoxymethoxy)phenyl)-5,6,7,8-tetrahydro-1,7-naphthyridin-4-yl)piperazine-1-carboxylate C(#N)C=1C(=NC=2CN(CCC2C1N1CCN(CC1)C(=O)OC(C)(C)C)C1=C(C=CC=C1)OCOC)OC(CN(C)C)C